O1CCOC12CCN(CC2)C([C@@H](CC=2C=C1C=CNC1=CC2)NC(=O)N2CCC(CC2)N2C(NC1=C2C=CC=C1)=O)=O |r| (±)-4-(2-Oxo-2,3-dihydro-benzoimidazol-1-yl)-piperidine-1-carboxylic acid [2-(1,4-dioxa-8-aza-spiro[4.5]dec-8-yl)-1-(1H-indol-5-ylmethyl)-2-oxo-ethyl]-amide